Methyl thieno[3,2-B]thiophene-2-carboxylate S1C2=C(C=C1C(=O)OC)SC=C2